C(CCCCCCCCCCCCCCCCCCCCC)OC(CCCCCCCCCCC\C=C/CCCCCCCC)=O behenylerucate